FC=1C=C2C(N(C=3N(C2=CC1)C(NN3)=S)CCCNC(CCCCCNC(OC(C)(C)C)=O)=O)=O tert-butyl (6-((3-(7-fluoro-5-oxo-1-thioxo-1,2-dihydro-[1,2,4]triazolo[4,3-a]quinazolin-4(5H)-yl)propyl)amino)-6-oxohexyl)carbamate